NCC1=NNC(C2=CC=C(C=C12)C=1C=NN(C1C1=CC=C(C(=C1C#N)C)C)C)=O 6-(4-(4-(aminomethyl)-1-oxo-1,2-dihydrophthalazin-6-yl)-1-methyl-1H-pyrazol-5-yl)-2,3-dimethylbenzonitrile